(E)-2-styryl-1'-((2-(trimethylsilyl)ethoxy)methyl)-6,7-dihydro-4H-spiro[benzo[d]oxazol-5,3'-pyrrolo[2,3-b]pyridine]-2'(1'H)-one C(=C\C1=CC=CC=C1)/C=1OC2=C(N1)CC1(C(N(C3=NC=CC=C31)COCC[Si](C)(C)C)=O)CC2